2-bromo-N-(3-fluorobenzyl)acetamide BrCC(=O)NCC1=CC(=CC=C1)F